FC=1C(=C(C=CC1)NC1=C(NC2=C1C(NCC2)=O)C2=C(C=NC=C2)O)OC 3-[(3-fluoro-2-methoxyphenyl)amino]-2-(3-hydroxypyridin-4-yl)-1H,5H,6H,7H-pyrrolo[3,2-c]pyridin-4-one